tert-butyl 3-(4-(2-oxopyrrolidin-1-yl)pyridin-3-yl)azetidine-1-carboxylate O=C1N(CCC1)C1=C(C=NC=C1)C1CN(C1)C(=O)OC(C)(C)C